C(C)OC(=O)[C@H]1C([C@@H]1C1=CC=CC=C1)(C)C (1R,3R)-2,2-dimethyl-3-phenylcyclopropanecarboxylic acid ethyl ester